2-(2-bromophenyl)quinoline-7-carboxylic acid BrC1=C(C=CC=C1)C1=NC2=CC(=CC=C2C=C1)C(=O)O